C(C1=CC=CC=C1)N1C[C@@H](C[C@H](C1)C)NC1=C2C(=NC=3C=C(C(=CC13)OC)OC)CCC2 (3R,5R)-1-benzyl-N-[6,7-dimethoxy-1H,2H,3H-cyclopenta[b]quinolin-9-yl]-5-methylpiperidin-3-amine